3-((1-((4-chloro-1-methyl-1H-pyrazol-5-yl)methyl)-3-oxoisoindolin-2-yl)methyl)-1-hydroxycyclobutane-1-carboxamide ClC=1C=NN(C1CC1N(C(C2=CC=CC=C12)=O)CC1CC(C1)(C(=O)N)O)C